Ethyl 3-(7-{[(4R)-9-chloro-4-ethyl-1,1-dioxido-3,4-dihydro-2H-5,1,2-benzoxathiazepin-2-yl]methyl}-2,3-dihydro-1H-inden-5-yl)-3-(1,4-dimethyl-1H-benzotriazol-5-yl)propanoate ClC1=CC=CC=2O[C@@H](CN(S(C21)(=O)=O)CC=2C=C(C=C1CCCC21)C(CC(=O)OCC)C2=C(C1=C(N(N=N1)C)C=C2)C)CC